N=1NC(NC1)=S 4H-1,2,4-Triazole-3(2H)-Thione